methyl 5-bromo-2-[(2-ethoxy-2-oxo-ethyl)sulfanylmethyl]benzoate BrC=1C=CC(=C(C(=O)OC)C1)CSCC(=O)OCC